bromo-n-pentadecane BrCCCCCCCCCCCCCCC